ClC=1C(=CC=2C(=NN(N2)C)C1)C(=O)OC methyl 6-chloro-2-methyl-benzotriazole-5-carboxylate